FC=1C=C(C=CC1C(F)(F)F)C1C(=C(NC=2N1N=C(C2)C(=O)NCCN2CCN(CC2)C)C)C(=O)NC=2C=C1C=CN=CC1=CC2 7-(3-fluoro-4-(trifluoromethyl)phenyl)-N6-(isoquinolin-6-yl)-5-methyl-N2-(2-(4-methylpiperazin-1-yl)ethyl)-4,7-dihydropyrazolo[1,5-a]pyrimidine-2,6-dicarboxamide